(7s,2s)-2-amino-1-phenyl-propane-1,3-diol N[C@H](C(O)C1=CC=CC=C1)CO